3-oxo-3-(4-(trifluoromethyl)phenyl)propionitrile O=C(CC#N)C1=CC=C(C=C1)C(F)(F)F